methyl Nα-((2-((2-fluorophenyl)amino)-2-oxoacetyl)-L-leucyl)-N-trityl-L-histidinate FC1=C(C=CC=C1)NC(C(=O)N[C@@H](CC(C)C)C(=O)N([C@@H](CC1=CNC=N1)C(=O)OC)C(C1=CC=CC=C1)(C1=CC=CC=C1)C1=CC=CC=C1)=O